(2S,3R)-N-((2R,3R,4R,5S,6S)-6-((7H-purin-6-yl)amino)-4,5-dihydroxy-2-(hydroxymethyl)tetrahydro-2H-pyran-3-yl)-3-hydroxypyrrolidine-2-carboxamide N1=CN=C2N=CNC2=C1N[C@@H]1[C@H]([C@@H]([C@H]([C@@H](O1)CO)NC(=O)[C@H]1NCC[C@H]1O)O)O